S1C2=C(C=C1)C(=CC=C2)N2CCN(CC2)CCCCOC2=CC=C1CCC(N(C1=C2)COC(CCCCCCCCC)=O)=O decanoic acid 7-[4-(4-benzo[b]thiophen-4-ylpiperazin-1-yl)butoxy]-2-oxo-3,4-dihydro-2H-quinolin-1-ylmethyl ester